4-{[5-(1-cyclopropyl-1H-benzo[d][1,2,3]triazol-5-yl)-3-(4-fluorophenyl)-1H-pyrazol-1-yl]methyl}-N-hydroxybenzoamide C1(CC1)N1N=NC2=C1C=CC(=C2)C2=CC(=NN2CC2=CC=C(C(=O)NO)C=C2)C2=CC=C(C=C2)F